(1H-pyrazol-4-yl)-3H-imidazo[4,5-c]pyridine hydrochloride Cl.N1N=CC(=C1)C1=NC2=C(C=NC=C2)N1